C(CCCC[C@@H]1SC[C@@H]2NC(=O)N[C@H]12)(=O)NC(CCCCCCN(CCCCCCC(C)NC(CCCC[C@@H]1SC[C@@H]2NC(=O)N[C@H]12)=O)CC1=CC=C(C=C1)C(NCCOCCOCCOCCC(=O)OC(C)(C)C)=O)C tert-Butyl 1-(4-((Bis(7-(biotinylamino)octyl)amino)methyl)phenyl)-1-oxo-5,8,11-trioxa-2-azatetradecan-14-oate